(Cis)-4-(4-bromo-2-oxo-2,3-dihydro-1H-1,3-benzodiazol-1-yl)-N-(1H-indol-6-yl)cyclohexane-1-carboxamide BrC1=CC=CC=2N(C(NC21)=O)[C@H]2CC[C@H](CC2)C(=O)NC2=CC=C1C=CNC1=C2